C(CCCCCCCC)C=1C=CC(=C(C1)O)C(C)C 5-Nonyl-2-propan-2-ylphenol